methyl 2-(3-oxo-2-phenyl-2,3-dihydropyridazin-4-yl)acetate O=C1N(N=CC=C1CC(=O)OC)C1=CC=CC=C1